C(C)OC1=C(C=CC=C1)NCC(CC=1NC(NC1)=O)O 4-[3-(2-ethoxyphenylamino)-2-hydroxypropyl]-1,3-dihydroimidazol-2-one